3-(2,4-dimethyl-6-(phosphonooxy)phenyl)-3-methylbutyric acid CC1=C(C(=CC(=C1)C)OP(=O)(O)O)C(CC(=O)O)(C)C